3-(Benzyloxy)-1-hydroxycyclobutane-1-carboxylic acid C(C1=CC=CC=C1)OC1CC(C1)(C(=O)O)O